FC(C(OC(C(OC(C(O)(F)F)(F)F)(F)F)(F)F)(F)F)(OCCO)F dodecafluoro-3,6,9-trioxaundecane-1,11-diol